tert-Butyl 5-(N-(tert-butoxycarbonyl)-N-methylsulfamoyl)-1-cyanoisoindoline-2-carboxylate C(C)(C)(C)OC(=O)N(S(=O)(=O)C=1C=C2CN(C(C2=CC1)C#N)C(=O)OC(C)(C)C)C